2,4-dichlorobenzylacetamide ClC1=C(CCC(=O)N)C=CC(=C1)Cl